Thorium dioxid [O-2].[O-2].[Th+4]